C1(CCCCC1)N1N=C2N(C1=O)[C@@H](CC2)C2=CC=CC=C2 (S)-2-cyclohexyl-5-phenyl-2,5,6,7-tetrahydro-3H-pyrrolo[2,1-c][1,2,4]triazol-3-one